5-((4-((2-Methyl-4-phenylthiazol-5-yl)oxy)pyridin-2-yl)amino)picolinamide CC=1SC(=C(N1)C1=CC=CC=C1)OC1=CC(=NC=C1)NC=1C=CC(=NC1)C(=O)N